3-(1-fluoro-1-methyl-ethyl)-5-(trifluoromethoxy)benzoic acid methyl ester COC(C1=CC(=CC(=C1)OC(F)(F)F)C(C)(C)F)=O